ethyl 5-(naphthalen-1-yl)-2,4-dioxovalerate C1(=CC=CC2=CC=CC=C12)CC(CC(C(=O)OCC)=O)=O